Methyl 5-((1H-pyrazol-1-yl)methyl)-6-methylpicolinate N1(N=CC=C1)CC=1C=CC(=NC1C)C(=O)OC